COC=1C(=CC(=NC1)C(F)(F)F)C1=C(C=NC(=C1)C)C(=O)OC methyl 5'-methoxy-6-methyl-2'-(trifluoromethyl)-[4,4'-bipyridine]-3-carboxylate